3-{[1-(5-formylpyrazin-2-yl)piperidin-4-yl]amino}propanoate C(=O)C=1N=CC(=NC1)N1CCC(CC1)NCCC(=O)[O-]